CN(C=1C2=C(N=CN1)C=CC(=N2)C=2C=C(C=CC2)C#C[C@]2(C(N(CC2)C)=O)O)C (R)-3-((3-(4-(dimethylamino)pyrido[3,2-d]pyrimidin-6-yl)phenyl)ethynyl)-3-hydroxy-1-methylpyrrolidin-2-one